N-{2-[6-Amino-8-(5-iodo-2,3-dihydro-benzofuran-6-ylsulfanyl)-purin-9-yl]-ethyl}-3-methyl-butyramide NC1=C2N=C(N(C2=NC=N1)CCNC(CC(C)C)=O)SC1=CC2=C(CCO2)C=C1I